6-(4-(((3r,5r)-3-(hydroxymethyl)-4-methyl-5-(4-methyl-1-oxo-1,3-dihydroisobenzofuran-5-yl)piperazin-1-yl)methyl)-1H-pyrazol-1-yl)-4-methylpyridine-3-carbonitrile OC[C@H]1CN(C[C@H](N1C)C=1C(=C2COC(C2=CC1)=O)C)CC=1C=NN(C1)C1=CC(=C(C=N1)C#N)C